NC1=NC=NN2C1=C(C(=N2)C=2C=NN(C2)C2CCN(CC2)C(C=C)=O)C2=CC(=C(C=C2)OC2=NC(=CC=C2)C)F 1-(4-(4-(4-amino-5-(3-fluoro-4-((6-methylpyridin-2-yl)oxy)phenyl)pyrazolo[5,1-f][1,2,4]triazin-6-yl)-1H-pyrazol-1-yl)piperidin-1-yl)prop-2-en-1-one